6-hydroxy-4-(imidazo[1,2-a]pyridin-2-ylmethyl)-5-oxo-4,5-dihydrothieno[3,2-b]pyridine-7-carboxylic acid OC1=C(C2=C(N(C1=O)CC=1N=C3N(C=CC=C3)C1)C=CS2)C(=O)O